S(=O)(=O)(C(F)(F)F)OC=1CC(C=C(C1)OS(=O)(=O)C(F)(F)F)C=CC1=CC=C(OS(=O)(=O)C(F)(F)F)C=C1 dihydroresveratrol tristriflate